C(C)(C)(C)OC(NC12CCC(CC1)(CC2)NC2=NC=C(C(=C2)NCC(F)(F)F)N)=O.BrC2=C(C=CC=C2)NC(C2=CC=CC=C2)=O N-(2-bromophenyl)benzamide tert-butyl-N-[4-({5-amino-4-[(2,2,2-trifluoroethyl)amino]pyridin-2-yl}amino)bicyclo[2.2.2]octan-1-yl]carbamate